FC1=C(O[C@H](C)C2=NN=C3N2C=CC=C3C(F)(F)F)C=CC(=C1)F ((R)-1-(2,4-difluorophenoxy)ethyl)-8-(trifluoromethyl)[1,2,4]triazolo[4,3-a]pyridine